2-bromo-5-fluoro-4-((4-methoxybenzyl)oxy)pyridine BrC1=NC=C(C(=C1)OCC1=CC=C(C=C1)OC)F